FC1(CCN(CC1)C=1C=C(C(=O)NC2=C(C=C(C=C2)NS(=O)(=O)CCO)N2CCC3(CC3)CC2)C=CN1)F 2-(4,4-Difluoropiperidin-1-yl)-N-(4-((2-hydroxyethyl)sulfonamido)-2-(6-azaspiro[2.5]octan-6-yl)phenyl)isonicotinamid